(3aS,4S,6aR)-N-((S)-1-cyano-2-((S)-2-oxopiperidin-3-yl)ethyl)-5-((S)-3,3-dimethyl-2-(2,2,2-trifluoroacetamido)butanoyl)hexahydro-1H-furo[3,4-c]pyrrole-4-carboxamide C(#N)[C@H](C[C@H]1C(NCCC1)=O)NC(=O)[C@@H]1[C@@H]2[C@H](CN1C([C@H](C(C)(C)C)NC(C(F)(F)F)=O)=O)COC2